C([C@@H]1[C@H]([C@@H]([C@H]([C@H](O1)O[C@]2([C@H]([C@@H]([C@H](O2)COP(=O)([O-])[O-])O)O)CO)O)O)O)O The molecule is dianion of sucrose 6(F)-phosphate arising from deprotonation of the phosphate OH groups; major species at pH 7.3. It is a conjugate base of a sucrose 6(F)-phosphate.